C(=O)(O)CC(C)CCC[C@@H](C)[C@H]1CC[C@H]2[C@@H]3CC=C4C[C@@H](S)CC[C@]4(C)[C@H]3CC[C@]12C carboxy-thiocholesterol